N-(3-(2-cyanopropan-2-yl)-4-((4-methyl-3-oxopiperazin-1-yl)methyl)phenyl)-2-fluoro-4-methyl-5-((8-((1-methyl-1H-pyrazol-4-yl)amino)imidazo[1,2-a]pyridin-3-yl)ethynyl)benzamide C(#N)C(C)(C)C=1C=C(C=CC1CN1CC(N(CC1)C)=O)NC(C1=C(C=C(C(=C1)C#CC1=CN=C2N1C=CC=C2NC=2C=NN(C2)C)C)F)=O